2,2',2''-(10-(1-amino-35-carboxy-10,32-dioxo-3,6,13,16,19,22,25,28-octaoxa-9,31-diazapentatriacontan-35-yl)-1,4,7,10-tetraazacyclododecane-1,4,7-triyl)triacetic acid NCCOCCOCCNC(CCOCCOCCOCCOCCOCCOCCNC(CCC(C(=O)O)N1CCN(CCN(CCN(CC1)CC(=O)O)CC(=O)O)CC(=O)O)=O)=O